C(C)(=O)N1[C@@H](CN(CC1)C(C#CC)=O)C1=CC(=NC(=C1)Cl)C1=CC(=NC=N1)C(=O)NC (R)-6-(4-(1-acetyl-4-(but-2-ynoyl)piperazin-2-yl)-6-chloropyridin-2-yl)-N-methylpyrimidine-4-carboxamide